C(C)(C)OC(=O)C1(CC(C1)OC1=CC=CC=C1)C(=O)OC(C)C 3-phenoxycyclobutane-1,1-dicarboxylic acid diisopropyl ester